ClC1=CC=C(C=C1)[C@@]1(N(C(C2=CC(=CC(=C12)F)C(CC)(C1CCNCC1)O)=O)CC1=NC=C(C=N1)Cl)OC (3R)-3-(4-chlorophenyl)-2-[(5-chloropyrimidin-2-yl)methyl]-4-fluoro-6-[1-hydroxy-1-(piperidin-4-yl)propyl]-3-methoxy-2,3-dihydro-1H-isoindol-1-one